C=C[Si]12O[Si]3(O[Si]4(O[Si](O1)(O[Si]5(O[Si](O2)(O[Si](O3)(O[Si](O4)(O5)C=C)C=C)C=C)C=C)C=C)C=C)C=C 1,3,5,7,9,11,13,15-octavinylpentacyclo[9.5.1.13,9.15,15.17,13]octasiloxane